N1(C=NC=C1)C(=O)N1CCC2(C(NC3=NC=CC=C32)=O)CCC1 1-(1H-imidazole-1-carbonyl)spiro[azepan-4,3'-pyrrolo[2,3-B]pyridin]-2'(1'H)-one